acrylic acid pentacosyl ester C(CCCCCCCCCCCCCCCCCCCCCCCC)OC(C=C)=O